4-((1-methyl-1H-indazol-3-ylmethoxy)-1-oxoisoindolin-2-yl)-piperidine-2,6-dione CN1N=C(C2=CC=CC=C12)COC1N(C(C2=CC=CC=C12)=O)C1CC(NC(C1)=O)=O